BrCC1=CC(=NN1C)C(=O)OC methyl 5-(bromomethyl)-1-methyl-pyrazole-3-carboxylate